7-[[4-[1-(2,6-dioxo-3-piperidinyl)-3-methyl-2-oxo-benzimidazol-4-yl]piperazin-1-yl]methyl]-5-oxa-2-azaspiro[3.4]octane-2-carboxylic acid tert-butyl ester C(C)(C)(C)OC(=O)N1CC2(C1)OCC(C2)CN2CCN(CC2)C2=CC=CC=1N(C(N(C12)C)=O)C1C(NC(CC1)=O)=O